di(decanoyl) peroxide C(CCCCCCCCC)(=O)OOC(CCCCCCCCC)=O